ClC=1C=CC(=C(C1)N1CC(N(CC1=O)C(C(=O)NC1=CC=C(C(=O)O)C=C1)CC1=CC=CC=C1)=O)N1N=NN=C1 4-(2-(4-(5-chloro-2-(1H-tetrazol-1-yl)phenyl)-2,5-dioxopiperazin-1-yl)-3-phenylpropanamido)benzoic acid